NCC1(C2CCN(CC12)C1=CN=C2C(=N1)NN=C2SC2=C(C(=NC=C2)N)Cl)C=2SC=C(N2)C 4-((6-(7-(Aminomethyl)-7-(4-methylthiazol-2-yl)-3-azabicyclo[4.1.0]heptan-3-yl)-1H-pyrazolo[3,4-b]pyrazin-3-yl)thio)-3-chloropyridin-2-amine